3-(4,4,5,5-tetramethyl-1,3,2-dioxaborolan-2-yl)quinoline-7-carbaldehyde CC1(OB(OC1(C)C)C=1C=NC2=CC(=CC=C2C1)C=O)C